(2S,4R)-1-[(2S)-2-(9-aminononanoylamino)-3,3-dimethyl-butanoyl]-4-hydroxy-N-[(1S)-1-[4-(4-methylthiazol-5-yl)phenyl]ethyl]pyrrolidine-2-carboxamide NCCCCCCCCC(=O)N[C@H](C(=O)N1[C@@H](C[C@H](C1)O)C(=O)N[C@@H](C)C1=CC=C(C=C1)C1=C(N=CS1)C)C(C)(C)C